2-amino-3-(3,4-dihydroxyphenyl)-3-hydroxypropionic acid NC(C(=O)O)C(O)C1=CC(=C(C=C1)O)O